N-(4-(2-((4-(4-(4-(4-((2,6-dioxopiperidin-3-yl)oxy)phenyl)piperidine-1-carbonyl)piperidin-1-yl)phenyl)amino)pyrimidin-4-yl)-2-methylbenzyl)-3-isopropoxyazetidine-1-carboxamide O=C1NC(CCC1OC1=CC=C(C=C1)C1CCN(CC1)C(=O)C1CCN(CC1)C1=CC=C(C=C1)NC1=NC=CC(=N1)C1=CC(=C(CNC(=O)N2CC(C2)OC(C)C)C=C1)C)=O